Natrium 3-(4'-Chlorobiphenyl-3-yl)-3-(3-(1,5-dimethyl-4-oxido-2-oxo-1,2-dihydropyridin-3-yl)ureido)propanoat ClC1=CC=C(C=C1)C1=CC(=CC=C1)C(CC(=O)[O-])NC(=O)NC=1C(N(C=C(C1[O-])C)C)=O.[Na+].[Na+]